O=NC(NN(S(=O)(=O)C1=CC=CC=C1)S(=O)(=O)C1=CC=CC=C1)=O 4-oxo-bisbenzenesulfonyl-semicarbazide